NC=1C(=NC(=C(N1)C=1OC=CN1)C1=CN(C(C=C1)=O)C)C(=O)NCC1=C(C=CC=C1N1CCOCC1)F 3-amino-N-(2-fluoro-6-morpholinobenzyl)-6-(1-methyl-6-oxo-1,6-dihydropyridin-3-yl)-5-(oxazol-2-yl)pyrazine-2-carboxamide